1-(4'-isopropoxy-[1,1'-biphenyl]-4-yl)-3-(quinoxalin-6-yl)prop-2-en-1-one C(C)(C)OC1=CC=C(C=C1)C1=CC=C(C=C1)C(C=CC=1C=C2N=CC=NC2=CC1)=O